3-(8-amino-1-bromoimidazo[1,5-a]pyrazin-3-yl)-1-isopropyl-3-methylcyclopentanecarboxylic acid NC=1C=2N(C=CN1)C(=NC2Br)C2(CC(CC2)(C(=O)O)C(C)C)C